(4-amino-3-methoxyphenyl)(tetrahydropyrimidin-1(2H)-yl)methanone NC1=C(C=C(C=C1)C(=O)N1CNCCC1)OC